NC=1C=C(C=C2C=C(N=CC12)NC(=O)[C@H]1[C@@H](C1)C#N)C1=C2C(=NC=C1)N(C=C2)C trans-N-[8-amino-6-[1-methylpyrrolo[2,3-b]pyridin-4-yl]-3-isoquinolyl]-2-cyano-cyclopropane-1-carboxamide